8-(1-((2-(4-((tert-butyldimethylsilyl)oxy)piperidin-1-yl)-4-fluorophenyl)amino)ethyl)-3,6-dimethyl-2-(tetrahydro-2H-pyran-4-yl)quinoline-4-carbonitrile [Si](C)(C)(C(C)(C)C)OC1CCN(CC1)C1=C(C=CC(=C1)F)NC(C)C=1C=C(C=C2C(=C(C(=NC12)C1CCOCC1)C)C#N)C